4-(diphenylamino)styryl-perylene C1(=CC=CC=C1)N(C1=CC=C(C=CC2=CC=C3C=CC=C4C5=CC=CC6=CC=CC(C2=C34)=C56)C=C1)C1=CC=CC=C1